(9-(3-chlorophenyl)-5-hydroxyimidazo[1,2-a]quinoline-4-carbonyl)glycine ClC=1C=C(C=CC1)C=1C=CC=C2C(=C(C=3N(C12)C=CN3)C(=O)NCC(=O)O)O